[Si](C)(C)(C(C)(C)C)O[C@H]1[C@@H](CN(C[C@@H]1C)C1=C(C=NC=C1)[N+](=O)[O-])NC(OC(C)(C)C)=O tert-Butyl (3R,4R,5S)-4-(tert-butyldimethylsilyloxy)-5-methyl-1-(3-nitropyridin-4-yl)piperidin-3-ylcarbamate